tert-butyl (2R,4S)-4-(aminomethyl)-2-[2,3-dichloro-6-(methoxymethoxy)phenyl]pyrrolidine-1-carboxylate NC[C@@H]1C[C@@H](N(C1)C(=O)OC(C)(C)C)C1=C(C(=CC=C1OCOC)Cl)Cl